4-((2-phenoxyethyl)(4-(5,6,7,8-tetrahydro-1,8-naphthyridin-2-yl)butyl)amino)-2-((5-(trifluoromethyl)pyrimidin-2-yl)amino)butanoic acid O(C1=CC=CC=C1)CCN(CCC(C(=O)O)NC1=NC=C(C=N1)C(F)(F)F)CCCCC1=NC=2NCCCC2C=C1